S(=O)(=O)(O)N[C@@H](CS)C(=O)O Sulfo-Cystein